(R)-(1-(benzylamino)-2-methylhex-2-yl)carbamic acid tert-butyl ester C(C)(C)(C)OC(N[C@@](CNCC1=CC=CC=C1)(CCCC)C)=O